COC(=O)C1=CN(C(C=C1)=O)CC 1-Ethyl-6-oxo-1,6-dihydropyridine-3-carboxylic acid methyl ester